FC=1C=C(C(=NC1)OC)[C@@H]1N(CCC1)C1=NC=2N(C=C1)N=CC2C(=O)N[C@@H]2CC[C@H](CC2)O 5-((R)-2-(5-fluoro-2-methoxypyridin-3-yl)pyrrolidin-1-yl)-N-((trans)-4-hydroxycyclohexyl)pyrazolo[1,5-a]pyrimidine-3-carboxamide